FC=1C=C(C=CC1)C1(CC(C(=O)N)=CC=C1)C(=O)N 3-(3-fluorophenyl)isophthalamide